Cl.FC(C1=CC=C2C(=N1)CO[C@@H]1[C@H]2NCCC1)(F)F (4aS,10bS)-8-(trifluoromethyl)-2,3,4,4a,6,10b-hexahydro-1H-pyrano[3,2-b:5,4-b']dipyridine hydrochloride